COC(C1=CC(=NC=C1[N+](=O)[O-])N1CC=2N(CC1)C(=NN2)C=C)=O 5-Nitro-2-(3-vinyl-5,6-dihydro-[1,2,4]triazolo[4,3-a]pyrazin-7(8H)-yl)isonicotinic acid methyl ester